NC1=NC=2C=CC(=CC2C2=C1[C@@H](OC2)C)C(=O)N(CC2CCOCC2)CC2=NC=C(C=C2)C#N (3S)-4-amino-N-((5-cyano-2-pyridinyl)methyl)-3-methyl-N-(tetrahydro-2H-pyran-4-ylmethyl)-1,3-dihydrofuro[3,4-c]quinoline-8-carboxamide